4-(4-(tert-butyl)naphthalen-2-yl)-10-chlorobenzo[g]Quinazoline C(C)(C)(C)C1=CC(=CC2=CC=CC=C12)C1=NC=NC2=C(C3=C(C=C12)C=CC=C3)Cl